IC1=CC(=NC(=C1)C(F)(F)F)O[C@@H]1CN(CC1)C(=O)OC(C)(C)C tert-butyl (S)-3-((4-iodo-6-(trifluoromethyl)pyridin-2-yl)oxy)pyrrolidine-1-carboxylate